5-methyl-5-tert-butylformyl-pyrroline CC1(CC=CN1)C(=O)C(C)(C)C